(2S)-methyl 2-(2,6-dichloro-3-(1,2,3,4-tetrahydronaphthalen-2-ylamino)benzamido)-3-(3-((R)-2,3-dihydro-1H-inden-1-yl)ureido)propanoate ClC1=C(C(=O)N[C@H](C(=O)OC)CNC(=O)N[C@@H]2CCC3=CC=CC=C23)C(=CC=C1NC1CC2=CC=CC=C2CC1)Cl